FC=1C=CC(=NC1C)C1=NC=CC=C1C=1C=CC=2N(C1)C(=CN2)C(=O)N 6-(5'-Fluoro-6'-methyl-[2,2'-bipyridin]-3-yl)imidazo[1,2-a]pyridin-3-carboxamid